((1R,3s,5S)-8-azabicyclo[3.2.1]oct-3-yl)-3-chloro-N-methyl-4-(2-(2-methylpyrido[3,4-d]pyrimidin-4-yl)cyclopropyl)benzamide [C@H]12CC(C[C@H](CC1)N2)C2=C(C(=O)NC)C=CC(=C2Cl)C2C(C2)C=2C1=C(N=C(N2)C)C=NC=C1